6'-methoxy-4H-[1,2'-bipyridine]-4-one COC1=CC=CC(=N1)N1C=CC(C=C1)=O